COC=1C=C(C=NC1)C=1C=CC=2N(C1)N=NC2C(=O)NC=2C(=NC=C(C2)NC(CN2[C@H](CCC2)C)=O)C 6-(5-methoxy-3-pyridyl)-N-[2-methyl-5-[[2-[(2S)-2-methylpyrrolidin-1-yl]acetyl]amino]-3-pyridyl]triazolo[1,5-a]pyridine-3-carboxamide